C(C)(C)(C)OC(=O)N1CC(C1)=CC1=C(C=C(C=C1)Br)C 3-[(4-bromo-2-methyl-phenyl)methylene]azetidine-1-carboxylic acid tert-butyl ester